2,4-Di-tert-butyl-6-[1-(3,6-di-tert-butyl-9,9a-dihydro-4aH-fluoren-9-yl)-2-methylprop-1-en-1-yl]phenol C(C)(C)(C)C1=C(C(=CC(=C1)C(C)(C)C)C(=C(C)C)C1C2=CC=C(C=C2C2C=C(C=CC12)C(C)(C)C)C(C)(C)C)O